2-(3-{2-[(1S,3R,4R)-2-azabicyclo[2.2.1]heptan-3-yl]ethynyl}pyridin-4-yl)-3-[(3-fluoro-2-methoxyphenyl)amino]-1H,5H,6H,7H-pyrrolo[3,2-c]pyridin-4-one [C@H]12N[C@H]([C@H](CC1)C2)C#CC=2C=NC=CC2C2=C(C=1C(NCCC1N2)=O)NC2=C(C(=CC=C2)F)OC